NC1=CC=C(C=C1)N1[C@H](O[C@@H](C1=O)C)C=1C(=NN(C1)C1=CC=C(C=C1)Br)C1=NC=C(C=C1)Cl (2R,5R)-3-(4-aminophenyl)-2-(1-(4-bromophenyl)-3-(5-chloropyridin-2-yl)-1H-pyrazol-4-yl)-5-methyloxazolidin-4-one